3-(4,5-dimethyl-thiazol-2-yl)-5-(3-carboxy-methoxy-phenyl)-2-(4-sulfo-phenyl)-2H-tetrazole CC=1N=C(SC1C)N1N(NC(=N1)C1=C(C(=CC=C1)C(=O)O)OC)C1=CC=C(C=C1)S(=O)(=O)O